di-isooctyl phosphate tetradecylamine salt C(CCCCCCCCCCCCC)N.P(=O)(OCCCCCC(C)C)(OCCCCCC(C)C)O